amino-7-chloro-5,5-dimethyl-6H-benzo[h]quinazolin-8-ol NC1=NC=2C3=C(CC(C2C=N1)(C)C)C(=C(C=C3)O)Cl